COC1=CC=C(C=C1)COC=1CCC2N(CCNC2)C1 7-[(4-methoxyphenyl)methoxy]-2,3,4,8,9,9a-hexahydro-1H-pyrido[1,2-a]pyrazine